BrC1=C(C=C2C(OC(C2=C1)=CC=1C=CC(=C(C(=O)N2CCN(CC2)C2=NC=C(C#N)C=C2)C1)F)=O)C 6-(4-(5-((6-bromo-5-methyl-3-oxoisobenzofuran-1(3H)-ylidene)methyl)-2-fluorobenzoyl)piperazin-1-yl)nicotinonitrile